3-(1,1-difluoro-2-methylpropan-2-yl)pyridin-2(1H)-one FC(C(C)(C)C=1C(NC=CC1)=O)F